ethyl 1-(7-morpholino-2-(trimethylsilyl)furo[3,2-b]pyridin-5-yl)-3-(m-tolyl)-1H-pyrazole-5-carboxylate O1CCN(CC1)C1=C2C(=NC(=C1)N1N=C(C=C1C(=O)OCC)C=1C=C(C=CC1)C)C=C(O2)[Si](C)(C)C